5-methylthio-1,3,4-thiadiazolin-2-thione CSC1N=NC(S1)=S